NCCOC1CCC(CC1)OCCCC(=O)NC1CCC(CC1)C(=O)OC methyl (1R,4r)-4-(4-(((1r,4R)-4-(2-aminoethoxy)cyclohexyl)oxy) butanamido)cyclohexane-1-carboxylate